5-pentyl-1-[3-(trimethoxysilyl)propyl]-1H-tetrazole C(CCCC)C1=NN=NN1CCC[Si](OC)(OC)OC